4,7-dichloro-2-((1S,2S)-2-(4-methylpyrimidin-2-yl)cyclopropyl)-1,6-naphthyridine ClC1=CC(=NC2=CC(=NC=C12)Cl)[C@@H]1[C@H](C1)C1=NC=CC(=N1)C